O.O.O.O.[Na].CC(C(=O)OC1=CC=C(C=C1)S(=O)(=O)NC1=C(C(=O)NCC(=O)O)C=CC=C1)(C)C N-{2-[4-(2,2-dimethylpropionyloxy)-benzenesulfonylamino]benzoyl}glycine monosodium tetrahydrate